OC=1C(=NC=C(C1)C1=CC2=CC=CC=C2C=C1)C(=O)NCCC(=O)O 3-(3-Hydroxy-5-(naphthalen-2-yl)pyridinecarboxamido)propionic acid